2-(1-methyl-7-{[(3R)-1-methylpiperidin-3-yl]amino}-1H-pyrazolo[3,4-d]pyridazin-4-yl)-5-(trifluoromethyl)phenol formate salt C(=O)O.CN1N=CC=2C1=C(N=NC2C2=C(C=C(C=C2)C(F)(F)F)O)N[C@H]2CN(CCC2)C